N-(2-carboxyethyl)-N-(2-ethylhexyl)-beta-alanine sodium salt [Na+].C(=O)([O-])CCN(CCC(=O)[O-])CC(CCCC)CC.[Na+]